FC=1C=C(C(=C(N)C1)C)OC=1C=2N(C=C(N1)C=1C=NN(C1)C)N=CC2 5-fluoro-2-methyl-3-((6-(1-methyl-1H-pyrazol-4-yl)pyrazolo[1,5-a]pyrazin-4-yl)oxy)aniline